4-((4-((3-methoxybenzyl)(4-morpholinophenyl)amino)pyridin-2-yl)methyl)piperazin-2-one COC=1C=C(CN(C2=CC(=NC=C2)CN2CC(NCC2)=O)C2=CC=C(C=C2)N2CCOCC2)C=CC1